N-[4-[2-[2-(1-methoxy-1-methyl-ethyl)pyrrolidin-1-yl]-6-oxo-1H-pyridin-4-yl]-2-pyridyl]acetamide COC(C)(C)C1N(CCC1)C=1NC(C=C(C1)C1=CC(=NC=C1)NC(C)=O)=O